(2S)-1'-(5-(trifluoromethyl)pyridin-2-yl)-5-azaspiro[bicyclo[2.2.2]octane-2,3'-pyrrolidin]-5'-one hydrochloride Cl.FC(C=1C=CC(=NC1)N1C[C@@]2(CC1=O)C1CNC(C2)CC1)(F)F